(S)-8-(difluoromethoxy)-6-(trifluoromethyl)-3',4'-dihydro-2'H,3H-spiro[imidazo[1,2-a]pyridine-2,1'-naphthalene] FC(OC=1C=2N(C=C(C1)C(F)(F)F)C[C@@]1(CCCC3=CC=CC=C13)N2)F